FC(C1=CC(=NC(=C1)C(F)(F)F)C1=NNCN1/C=C(/C(=O)[O-])\C=1C=NC=NC1)(F)F (E)-3-(3-(4,6-bis(trifluoromethyl)pyridin-2-yl)-1,5-dihydro-4H-1,2,4-triazol-4-yl)-2-(pyrimidin-5-yl)acrylate